(3r,4s)-4-(3-(2,4-dioxotetrahydropyrimidin-1(2H)-yl)-1-methyl-1H-indazol-6-yl)-3-hydroxypiperidine-1-carboxylic acid tert-butyl ester C(C)(C)(C)OC(=O)N1C[C@@H]([C@@H](CC1)C1=CC=C2C(=NN(C2=C1)C)N1C(NC(CC1)=O)=O)O